7-((1-Acetylpyrrolidin-3-yl)methoxy)-5-fluoro-2-(((tetrahydro-2H-pyran-4-yl)thio)methyl)quinazolin-4(3H)-one C(C)(=O)N1CC(CC1)COC1=CC(=C2C(NC(=NC2=C1)CSC1CCOCC1)=O)F